CN(C1(CCC2(CN(C(N2)=O)C=2C=NC(=NC2)N2CCC(CC2)O)CC1)C1=CC=CC=C1)C cis-8-di-methylamino-3-[2-(4-hydroxy-piperidin-1-yl)-pyrimidin-5-yl]-8-phenyl-1,3-diazaspiro[4.5]decan-2-one